(S)-1-(5-(difluoromethyl)pyridin-3-yl)-3-(2-fluoro-7-(1-methoxyethyl)-pyrazolo[1,5-a]Pyrimidin-6-yl)urea FC(C=1C=C(C=NC1)NC(=O)NC=1C=NC=2N(C1[C@H](C)OC)N=C(C2)F)F